(2-chloro-5-nitropyridin-3-yl)[(2R)-2-(hydroxymethyl)pyrrolidin-1-yl]methanone ClC1=NC=C(C=C1C(=O)N1[C@H](CCC1)CO)[N+](=O)[O-]